ClC1=C(C=C(C=C1)OC)S(=O)(=O)NC1=C(C(=C(C=C1)F)C1=CC=C2C(=NNC2=C1F)C=1NC=CN1)F 2-chloro-N-(2,4-difluoro-3-(7-fluoro-3-(1H-imidazol-2-yl)-1H-indazol-6-yl)phenyl)-5-methoxybenzene-sulfonamide